O1CCC2=C1C=C(C=C2)C(C)N2CCN(CC2)C2=CC=1OCC(NC1C=N2)=O 7-(4-(1-(2,3-dihydrobenzofuran-6-yl)ethyl)piperazin-1-yl)-2H-pyrido[4,3-b][1,4]oxazin-3(4H)-one